O=C1N(C=CC=C1)C1=CC=C(C=C1)N[C@@H]1C[C@H](CC1)NC(OC(C)(C)C)=O tert-butyl ((1S,3S)-3-((4-(2-oxopyridin-1(2H)-yl)phenyl)amino)cyclopentyl)carbamate